5-Fluoro-2-(6-{1-[(3R)-6-[4-(2-hydroxyethyl)piperazin-1-yl]-2-methylhexane-3-yl]azetidin-3-yl}-3-methyl-imidazo[1,5-a]pyridin-8-yl)-N,N-di(isopropyl)benzamide FC=1C=CC(=C(C(=O)N(C(C)C)C(C)C)C1)C=1C=2N(C=C(C1)C1CN(C1)[C@@H](C(C)C)CCCN1CCN(CC1)CCO)C(=NC2)C